[7-(5-Fluoroindolin-1-yl)thiazolo[5,4-d]pyrimidin-2-yl]methanol FC=1C=C2CCN(C2=CC1)C=1C2=C(N=CN1)SC(=N2)CO